3-amino-N-[(2R)-6-{3,8-diazabicyclo[3.2.1]octan-3-yl}-5,8-difluoro-1,2,3,4-tetrahydronaphthalen-2-yl]-6-methylthieno[2,3-b]pyridine-2-carboxamide NC1=C(SC2=NC(=CC=C21)C)C(=O)N[C@H]2CC1=C(C=C(C(=C1CC2)F)N2CC1CCC(C2)N1)F